2-chloro-3-methyl-N-[(1s,4s)-4-{[2-(trifluoromethyl)quinolin-4-yl]amino}cyclohexyl]benzamide ClC1=C(C(=O)NC2CCC(CC2)NC2=CC(=NC3=CC=CC=C23)C(F)(F)F)C=CC=C1C